FC=1C=C(C=C2C3(C(N(C12)CC1=CC=C(C=C1)OC)=O)CC3)C=3NCC(CC3)C 7'-fluoro-1'-(4-methoxybenzyl)-5'-(5-methyl-1,4,5,6-tetrahydropyridin-2-yl)spiro[cyclopropane-1,3'-indolin]-2'-one